C(CCCCC)C(C(=O)OCCCCCCN(CCOCCOCCOCCOCCO)CCCCCCOC(C(CCCCCCCC)CCCCCC)=O)CCCCCCCC 6-[6-(2-hexyldecanoyloxy)hexyl-[2-[2-[2-[2-(2-hydroxyethoxy)ethoxy]ethoxy]ethoxy]ethyl]amino]hexyl 2-hexyldecanoate